mono-isopropoxytris(ethoxyacetoacetyl)titanium C(C)(C)O[Ti](C(CC(=O)COCC)=O)(C(CC(=O)COCC)=O)C(CC(=O)COCC)=O